C1(CCCC1)COC1=CC(=C(C(=O)NS(=O)(=O)N2CCC(CC2)O[C@H]2CNCC2)C=C1C1CC1)F (R)-4-(cyclopentylmethoxy)-5-cyclopropyl-2-fluoro-N-((4-(pyrrolidin-3-yloxy)piperidin-1-yl)sulfonyl)benzamide